FC1=C(C=CC(=C1)F)S1C[C@H](CN2C(N=C(C3=CC(=CC1=C23)C(F)(F)F)N2C[C@@H](N[C@@H](C2)C)C)=O)OCOC (3S)-l-1-(2,4-difluorophenyl)-8-((3S,5R)-3,5-dimethylpiperazin-1-yl)-3-(methoxymethoxy)-10-(trifluoromethyl)-3,4-dihydro-2H,6H-[1,4]thiazepino[2,3,4-ij]quinazolin-6-one